FC1=C(C=C(C=C1[N+](=O)[O-])F)O 2,5-difluoro-3-nitrophenol